(2-((1-(1-(tert-Butoxycarbonyl)piperidin-4-yl)-1H-pyrazol-4-yl)amino)-5-methylpyrimidin-4-yl)picolinic acid methyl ester COC(C1=NC=CC=C1C1=NC(=NC=C1C)NC=1C=NN(C1)C1CCN(CC1)C(=O)OC(C)(C)C)=O